Methyl 5-bromo-1-{[2-(trimethylsilyl)ethoxy]methyl}indazole-7-carboxylate BrC=1C=C2C=NN(C2=C(C1)C(=O)OC)COCC[Si](C)(C)C